benzyl ((4-amino-1-(4-(N-(1,1-dioxidothietan-3-yl)acetamido)butyl)-1H-imidazo[4,5-c]quinolin-2-yl)methyl)(ethyl)carbamate NC1=NC=2C=CC=CC2C2=C1N=C(N2CCCCN(C(C)=O)C2CS(C2)(=O)=O)CN(C(OCC2=CC=CC=C2)=O)CC